C(CC)[Si](OCC)(OCC)C1=C(C=CC=C1)O propyl-(hydroxyphenyl)diethoxysilane